tert-butyl N-[[1-(2-trimethylsilylethoxymethyl)indazol-7-yl]amino]carbamate C[Si](CCOCN1N=CC2=CC=CC(=C12)NNC(OC(C)(C)C)=O)(C)C